NCCOCCO[C@H]1C[C@@H](CCC1)CC(=O)NC=1SC(=C(N1)C=1C=C2CCN(C2=CC1)C(=O)C1CC1)C 2-[(1R,3R)-3-[2-(2-aminoethoxy)ethoxy]cyclohexyl]-N-[4-(1-cyclopropanecarbonyl-2,3-dihydro-1H-indol-5-yl)-5-methyl-1,3-thiazol-2-yl]acetamide